1,4-dimethylphenyl-methylether benzoate C(C1=CC=CC=C1)(=O)O.CC1(CC=C(C=C1)C)COCC1(CC=C(C=C1)C)C